NC1=NC=C(C=C1O[C@H](C)C1=CC(=NC=C1)NC(C1=CC(=CC=C1)C)=O)Cl (R)-N-(4-(1-((2-amino-5-chloropyridin-3-yl)oxy)ethyl)pyridin-2-yl)-3-methylbenzamide